CC1CCC(CC1)C(COC)(COC)CCC(CC)(CC)CC 2-(4-methylcyclohexyl)-2-(3,3-diethylpentyl)-1,3-dimethoxypropane